6-(5-(4-(Dimethoxymethyl)piperidin-1-yl)pyrimidin-2-yl)-3-(2-(methoxymethoxy)phenyl)-5-methyl-6,7,8,9-tetrahydro-5H-pyrido[3',4':4,5]pyrrolo[2,3-c]pyridazine COC(C1CCN(CC1)C=1C=NC(=NC1)N1C(C2=C(NC=3N=NC(=CC32)C3=C(C=CC=C3)OCOC)CC1)C)OC